(5-chloro-2-(4-((trimethylsilyl)ethynyl)-2H-1,2,3-triazol-2-yl)phenyl)(2-((2-methylbenzo[d]thiazol-6-yl)methyl)pyrazolidin-1-yl)methanone ClC=1C=CC(=C(C1)C(=O)N1N(CCC1)CC1=CC2=C(N=C(S2)C)C=C1)N1N=CC(=N1)C#C[Si](C)(C)C